C(C)(C)(C)C1=C(C2=C(N=CN=C2OC2=C(C=CC=C2OC(F)(F)F)F)S1)N1CCCCC1 6-(tert-Butyl)-4-(2-fluoro-6-(trifluoromethoxy)phenoxy)-5-(piperidin-1-yl)thieno[2,3-d]pyrimidine